OC(C(=O)O)C(CCC)C 2-HYDROXY-3-METHYLHEXANOIC ACID